7-Cyclobutyl-4-[[(E)-(1-Hydroxy-3H-2,1-benzoxaborol-5-yl)methylenamino]-methyl-amino]-5H-pyrrolo[2,3-d]pyrimidin-6-on C1(CCC1)N1C(CC2=C1N=CN=C2N(C)/N=C/C=2C=CC1=C(COB1O)C2)=O